CC(CC(=O)NC=1C=CC=C2C=CC(=NC12)C)C 3-methyl-N-(2-methylquinolin-8-yl)butanamide